5-isobutylthiophene-2-sulfonamide C(C(C)C)C1=CC=C(S1)S(=O)(=O)N